[3-[(1-tert-butoxycarbonyl-4-piperidinyl)methyl-isopropyl-amino]cyclobutoxy]benzoic acid C(C)(C)(C)OC(=O)N1CCC(CC1)CN(C1CC(C1)OC1=C(C(=O)O)C=CC=C1)C(C)C